N-(1-(Benzo[d]thiazol-2-yl)piperidin-4-yl)-4-methoxy-2-((4-(5-methylthiophen-2-yl)phenyl)sulfonylamino)benzamide S1C(=NC2=C1C=CC=C2)N2CCC(CC2)NC(C2=C(C=C(C=C2)OC)NS(=O)(=O)C2=CC=C(C=C2)C=2SC(=CC2)C)=O